(2S)-2-[(3R)-1-tert-Butoxycarbonylpyrrolidin-3-yl]-3-[3-[3-(2,2,2-trifluoroethoxy)phenyl]phenyl]propanoic acid C(C)(C)(C)OC(=O)N1C[C@H](CC1)[C@@H](C(=O)O)CC1=CC(=CC=C1)C1=CC(=CC=C1)OCC(F)(F)F